tert-butyl (3S,5S)-1-(2-(2-chloropyrimidine-4-carboxamido)-5-(4-cyanopyridin-3-yl)phenyl)-5-(hydroxymethyl)pyrrolidin-3-ylcarbamate ClC1=NC=CC(=N1)C(=O)NC1=C(C=C(C=C1)C=1C=NC=CC1C#N)N1C[C@H](C[C@H]1CO)NC(OC(C)(C)C)=O